C(C)(C)(C)C1N2C(C3=CC(=C(C=C3C1)OCCCOC)Cl)=CC(C(=C2)P(OCC)(OCC)=O)=O diethyl (6-(tert-butyl)-10-chloro-9-(3-methoxypropoxy)-2-oxo-6,7-dihydro-2H-pyrido[2,1-a]isoquinolin-3-yl)phosphonate